C(CCCCC)C#CC1=CC=CC=C1 hexylphenylacetylene